N6-((tert-butoxycarbonyl)-L-glutamyl)-N2-(3-(4'-(4-(3-(3,5-diamino-6-chloropyrazine-2-carbonyl)guanidino)butyl)-[1,1'-biphenyl]-4-yl)propanoyl)-L-lysine C(C)(C)(C)OC(=O)N[C@@H](CCC(=O)O)C(=O)NCCCC[C@H](NC(CCC1=CC=C(C=C1)C1=CC=C(C=C1)CCCCNC(=N)NC(=O)C1=NC(=C(N=C1N)N)Cl)=O)C(=O)O